ClC=1C=C(C=NC1OC1=CC=CC=C1)NC=1C2=C(N=CN1)C=CC(=N2)[C@H]2CN(CCC2)C(C=C)=O (R)-1-(3-(4-((5-chloro-6-phenoxypyridin-3-yl)amino)pyrido[3,2-d]pyrimidin-6-yl)piperidin-1-yl)prop-2-en-1-one